sorbic acid malate C(C(O)CC(=O)O)(=O)O.C(\C=C\C=C\C)(=O)O